tert-butyl 4-(7-bromo-5-methyl-4-oxo-4,5-dihydrothieno[3,2-c]pyridine-2-carboxamido)piperidine-1-carboxylate BrC=1C2=C(C(N(C1)C)=O)C=C(S2)C(=O)NC2CCN(CC2)C(=O)OC(C)(C)C